ClC=1C=C(C=2CC3C(C2C1)(C3)C3=CN=CN3)F 5-(3-chloro-5-fluoro-6,6a-dihydro-1aH-cyclopropa[1,2-a]inden-1a-yl)-1H-imidazole